(2-acetylbenzo[b]thiophene-5-carbonyl)phosphonate C(C)(=O)C1=CC2=C(S1)C=CC(=C2)C(=O)P([O-])([O-])=O